(R)-(6-(4-chlorophenyl)-8-methoxy-1-methyl-4H-benzo[f][1,2,4]triazolo[4,3-a][1,4]diazepin-4-yl)methyl ethanesulfonate C(C)S(=O)(=O)OC[C@H]1C=2N(C3=C(C(=N1)C1=CC=C(C=C1)Cl)C=C(C=C3)OC)C(=NN2)C